1-tert-butyl 3-ethyl (3R,4S)-4-amino-piperidine-1,3-dicarboxylate N[C@@H]1[C@@H](CN(CC1)C(=O)OC(C)(C)C)C(=O)OCC